5-iodo-2,3-dihydro-1-benzofuran-2-one IC=1C=CC2=C(CC(O2)=O)C1